C(C)N(C=1OCCN1)CC 2-diethylamino-2-oxazoline